F[P-](F)(F)(F)(F)F.C=[NH2+] methaniminium hexafluorophosphate